FC(C(=O)O)(F)F.C(C(C)C)NC=1NC(=CN1)C1=NC=CC(=C1)C=1C=NC=C(C1)OC N-Isobutyl-5-(5-methoxy-3,4'-bipyridin-2'-yl)-1H-imidazol-2-amine trifluoroacetate